ClC1=CC=C(O[C@H](C(=O)NOC2CNCC2)C)C=C1 (2S)-2-(4-chlorophenoxy)-N-(pyrrolidin-3-yloxy)propanamide